FC1=CC2=C(NC(=N2)C=2C(=C3C(=NC2)OCC=2C=CC(=CC23)F)N2CCC(CC2)N)C=C1F 1-(2-(5,6-difluoro-1H-benzo[d]imidazol-2-yl)-9-fluoro-6H-isochromeno[3,4-b]pyridin-1-yl)piperidin-4-amine